(1-(1-(1-acetylpiperidin-4-yl)azetidin-3-yl)-3-(difluoromethyl)-1H-pyrazol-4-yl)-6-(1-(1-(hydroxymethyl)cyclobutyl)-1H-pyrazol-4-yl)-2-pyridineamide C(C)(=O)N1CCC(CC1)N1CC(C1)N1N=C(C(=C1)C=1C(=NC(=CC1)C=1C=NN(C1)C1(CCC1)CO)C(=O)N)C(F)F